FC=1C=CC(=NC1CN(C)CC1=CC(=C(C(=C1)[N+](=O)[O-])OC)C1=NN(C=N1)C)NC(OC(C)(C)C)=O Tert-butyl (5-fluoro-6-(((4-methoxy-3-(1-methyl-1H-1,2,4-triazol-3-yl)-5-nitrobenzyl)(methyl)amino)methyl)pyridin-2-yl)carbamate